OC[C@@]1(O)[C@@H](O)[C@H](O)[C@@H](O1)CO β-L-sorbofuranose